CN([C@H](C(=O)N[C@@H]1CN(CC1)C1=NC(=NC(=C1)NC=1SC(=CN1)C1=CC=NC=C1)C)C)C(C=C)=O (2S)-2-[methyl(prop-2-enoyl)amino]-N-[(3S)-1-[2-methyl-6-[[5-(4-pyridyl)thiazol-2-yl]amino]pyrimidin-4-yl]pyrrolidin-3-yl]propanamide